Ethyl 2-(4-(((4-(2-bromo-5-fluoro-phenyl)-5-oxo-4,5-dihydro-1H-1,2,4-triazol-1-yl)methyl)thio)-2-methyl-phenoxy)acetate BrC1=C(C=C(C=C1)F)N1C=NN(C1=O)CSC1=CC(=C(OCC(=O)OCC)C=C1)C